2-oxa-nonyl-boric acid C(OCCCCCCC)OB(O)O